7-((2s,5s)-2-(1-methylpiperidin-4-yl)-1,3-dioxan-5-yl)-5-(4-phenoxyphenyl)-7H-pyrrolo[2,3-d]pyrimidin-4-amine CN1CCC(CC1)C1OCC(CO1)N1C=C(C2=C1N=CN=C2N)C2=CC=C(C=C2)OC2=CC=CC=C2